FC(C1=C(CN2N=CC(=C2)NC(=O)C2=NOC(=C2C)C2=NC=CC=C2)C=CC(=C1)C(F)(F)F)(F)F N-(1-(2,4-bis(trifluoromethyl)benzyl)-1H-pyrazol-4-yl)-4-methyl-5-(pyridin-2-yl)isoxazole-3-carboxamide